2,4-di(docosanyloxy)benzaldehyde C(CCCCCCCCCCCCCCCCCCCCC)OC1=C(C=O)C=CC(=C1)OCCCCCCCCCCCCCCCCCCCCCC